(2-(1,1-difluoroethyl)pyridin-4-yl)methanamine FC(C)(F)C1=NC=CC(=C1)CN